CC(C)(C#CCCCC)C 2,2-dimethyl-3-octyne